BrC=1C=C(N(N1)C1(CC1)C(F)F)C(=O)NC1=C(C=C(C=C1C(NC)=O)Cl)C 5-bromo-N-[4-chloro-2-methyl-6-(methylcarbamoyl)phenyl]-2-[1-(difluoromethyl)cyclopropyl]pyrazole-3-carboxamide